dibromo-p-phenylenediamine BrNC1=CC=C(C=C1)NBr